4-β-D-glucopyranosyloxybenzaldehyde [C@@H]1([C@H](O)[C@@H](O)[C@H](O)[C@H](O1)CO)OC1=CC=C(C=O)C=C1